C(C)(C)C=1C2=C(N(C1)C(=O)OC(C)(C)C)SC=C2C tert-butyl 4-isopropyl-3-methyl-6H-thieno[2,3-b]pyrrole-6-carboxylate